(3S)-3-(4-{2-[(1R)-6-(3-methoxy-4-nitrobenzoyl)-6-azaspiro[2.5]octan-1-yl]ethynyl}-1-oxo-3H-isoindol-2-yl)piperidine-2,6-dione COC=1C=C(C(=O)N2CCC3(C[C@H]3C#CC3=C4CN(C(C4=CC=C3)=O)[C@@H]3C(NC(CC3)=O)=O)CC2)C=CC1[N+](=O)[O-]